((3S)-1-(2-((2,5-bis(trifluoromethyl)pyrazolo[1,5-a]pyrimidin-7-yl)amino)-1-(4-fluorophenyl)ethyl)pyrrolidin-3-yl)methanol FC(C1=NN2C(N=C(C=C2NCC(C2=CC=C(C=C2)F)N2C[C@H](CC2)CO)C(F)(F)F)=C1)(F)F